(5-(1-methyl-1H-pyrazol-4-yl)-1,1-dioxidobenzo[b]thiophen-3-yl)(4-phenoxypiperidin-1-yl)methanone CN1N=CC(=C1)C1=CC2=C(S(C=C2C(=O)N2CCC(CC2)OC2=CC=CC=C2)(=O)=O)C=C1